1-(5-tert-butyl-isoxazol-3-yl)-3-{4-[5-(2-ethoxyl-ethoxyl)-benzimidazol-1-yl]-phenyl}-urea C(C)(C)(C)C1=CC(=NO1)NC(=O)NC1=CC=C(C=C1)N1C=NC2=C1C=CC(=C2)OCCOCC